C(#N)C1=CC=C(COC(C(=O)NC=2SC3=C(N2)C=C(C(=C3)OC)OC)C3=CC=C(C=C3)S(=O)(=O)CC)C=C1 2-(4-Cyano-benzyloxy)-N-(5,6-dimethoxy-benzothiazol-2-yl)-2-(4-ethanesulfonyl-phenyl)-acetamide